3-(5-(4-(3-(4-((R)-3-(4-amino-3-(4-phenoxyphenyl)-1H-pyrazolo[3,4-d]pyrimidin-1-yl)piperidine-1-carbonyl)piperazin-1-yl)propyl)piperazin-1-yl)-1-oxoisoindolin-2-yl)piperidine-2,6-dione NC1=C2C(=NC=N1)N(N=C2C2=CC=C(C=C2)OC2=CC=CC=C2)[C@H]2CN(CCC2)C(=O)N2CCN(CC2)CCCN2CCN(CC2)C=2C=C1CN(C(C1=CC2)=O)C2C(NC(CC2)=O)=O